C1(CC1)C[C@@H](C(=O)N[C@@H](C[C@H]1C(NCC1)=O)C(COC(C(F)(F)F)C(F)(F)F)=O)NC(=O)C=1NC2=CC=CC=C2C1 N-((S)-3-cyclopropyl-1-(((S)-4-((1,1,1,3,3,3-hexafluoropropan-2-yl)oxy)-3-oxo-1-((S)-2-oxopyrrolidin-3-yl)butan-2-yl)amino)-1-oxopropan-2-yl)-1H-indole-2-carboxamide